COC1=CC=C(CC=2N(C3=C(C(N(C=4C=C(C=CC34)C(F)(F)F)C=3C(=NC=CC3)C)=O)N2)C)C=C1 2-(4-methoxybenzyl)-1-methyl-5-(2-methylpyridin-3-yl)-7-(trifluoromethyl)-1,5-dihydro-4H-imidazo[4,5-c]quinolin-4-one